FC1=C(C(=C(C(=C1F)C(F)(F)F)F)F)C1=CC(=C(C=C1F)O)CC(=O)N [2',3',5',6,6'-pentafluoro-4-hydroxy-4'-(trifluoromethyl)-[1,1'-biphenyl]-3-yl]acetamide